ClC1=NC=CC(=C1Cl)NC1=NN(C2=NC(=CN=C21)N2CC(CC2)(C)CNC(OC(C)(C)C)=O)CC2=CC=C(C=C2)OC tert-butyl ((1-(3-((2,3-dichloropyridin-4-yl)amino)-1-(4-methoxybenzyl)-1H-pyrazolo[3,4-b]pyrazin-6-yl)-3-methylpyrrolidin-3-yl)methyl)carbamate